4-[3-(dibenzylamino)-2-fluoro-4-nitrophenyl]-4-(3,3-difluoroazetidine-1-carbonyl)-cyclohexanone C(C1=CC=CC=C1)N(C=1C(=C(C=CC1[N+](=O)[O-])C1(CCC(CC1)=O)C(=O)N1CC(C1)(F)F)F)CC1=CC=CC=C1